C(#N)C1=CC=C(C=C1)C1=CC(=CC=2N1N=CN2)C(=O)NCCOC 5-(4-cyanophenyl)-N-(2-methoxyethyl)-[1,2,4]triazolo[1,5-a]pyridine-7-carboxamide